COC1=CC=C2C(=N1)C1(C(N2)=O)CCC(CC1)N1C[C@H](CC1)NC(OCC)=O ethyl [(3S)-1-(5'-methoxy-2'-oxo-1',2'-dihydrospiro[cyclohexane-1,3'-pyrrolo[3,2-b]pyridin]-4-yl)pyrrolidin-3-yl]carbamate